1-ethyl 5-methyl (E)-2-((2,2-dimethylpropylidene)amino)-3-methylpentanedioate CC(\C=N\C(C(=O)OCC)C(CC(=O)OC)C)(C)C